NCC(CN1N=CN(C1=O)CC=1SC(=CC1)C#CC=1C=CC2=C(OCCN2)N1)=C(F)F 2-[2-(aminomethyl)-3,3-difluoro-allyl]-4-[[5-[2-(2,3-dihydro-1H-pyrido[2,3-b][1,4]oxazin-6-yl)ethynyl]-2-thienyl]methyl]-1,2,4-triazol-3-one